tert-butyl (3S)-4-[3-bromo-2-chloro-5-(difluoromethoxy)phenyl]-3-methylpiperazine-1-carboxylate BrC=1C(=C(C=C(C1)OC(F)F)N1[C@H](CN(CC1)C(=O)OC(C)(C)C)C)Cl